P(=O)(O)(O)[O-].P(=O)(O)(O)[O-].[Ca+2] calcium bis(di-hydrogen-orthophosphate)